1-isopropyl-2-methyl-1H-indole-3-carbaldehyde C(C)(C)N1C(=C(C2=CC=CC=C12)C=O)C